N-(3-(2-((3-Methoxy-4-(4-methylpiperazin-1-yl)phenyl)amino)-7H-pyrrolo[2,3-d]pyrimidin-7-yl)phenyl)propane-2-sulfonamide COC=1C=C(C=CC1N1CCN(CC1)C)NC=1N=CC2=C(N1)N(C=C2)C=2C=C(C=CC2)NS(=O)(=O)C(C)C